CN1N=CC(=C1C1=CC=CC=C1)C=1C=C2CN(C(C2=CC1)=O)C1C(NC(CC1)=O)=O 3-(5-(1-Methyl-5-phenyl-1H-pyrazol-4-yl)-1-oxoisoindolin-2-yl)piperidine-2,6-dione